N-(4-(N-((3R,5R)-adamantan-1-yl)aminosulfonyl)phenethyl)-3-(pentyloxy)benzamide C12(CC3CC(CC(C1)C3)C2)NS(=O)(=O)C2=CC=C(CCNC(C3=CC(=CC=C3)OCCCCC)=O)C=C2